tert-butyl 2-(5-bromo-2-fluorophenyl)-2-{[3-(methylamino)pyridin-4-yl]formamido}acetate BrC=1C=CC(=C(C1)C(C(=O)OC(C)(C)C)NC(=O)C1=C(C=NC=C1)NC)F